(2-((2-bromo-4-chlorobenzo[d]thiazol-6-yl)oxy)ethyl)carbamic acid tert-butyl ester C(C)(C)(C)OC(NCCOC1=CC2=C(N=C(S2)Br)C(=C1)Cl)=O